N-(2-methoxy-1-methylethyl)-2,4-dimethyl-3-aminothiophene COCC(C)NC1=C(SC=C1C)C